6-(3-isopropyl-5-(piperidin-4-yl)-1H-indol-2-yl)-2,5-dimethylimidazo[1,2-a]pyridine C(C)(C)C1=C(NC2=CC=C(C=C12)C1CCNCC1)C=1C=CC=2N(C1C)C=C(N2)C